ClC=1C=CC2=C(OC3=C(C(=N2)Cl)C=CC(=C3)SC)C1 7,11-dichloro-3-(methylthio)dibenzo[b,f][1,4]oxazepine